N,N-dimethyl-2-piperazin-1-yl-aniline CN(C1=C(C=CC=C1)N1CCNCC1)C